Methyl-({5-(6-fluoropyridin-3-yl)-4-iodo-1-[3-(methylsulfinyl)pyridin-2-yl]-1H-pyrazol-3-yl}oxy) (methoxy)acetat COCC(=O)OOC1=NN(C(=C1I)C=1C=NC(=CC1)F)C1=NC=CC(=C1S(=O)C)C